2,2-dimethyl-1,3-diglycidyloxypropane CC(COCC1CO1)(COCC1CO1)C